FC1=C(C(=O)NC)C=CC(=C1)N1CCNCC1 2-fluoro-N-methyl-4-(piperazin-1-yl)benzamide